2-((4-(6-((4-chloro-2-fluorobenzofuran-7-yl)methoxy)pyridin-2-yl)cyclohex-3-en-1-yl)methyl)-1-((1-ethyl-1H-imidazol-5-yl)methyl)-1H-thieno[2,3-d]imidazole-5-carboxylic acid ClC1=CC=C(C2=C1C=C(O2)F)COC2=CC=CC(=N2)C2=CCC(CC2)CC=2N(C1=C(N2)SC(=C1)C(=O)O)CC1=CN=CN1CC